BrC=1C=CC(=C(C1)NC1=NC=NC2=CC(=C(C=C12)N)OCCOC)OC N-(5-bromo-2-methoxyphenyl)-7-(2-methoxyethoxy)quinazoline-4,6-diamine